[K].C(C)(C)N1C(CC1)CNS(=O)(=O)NC(NC1=C2CCCC2=CC=2CCCC12)=O 3-(N-((1-Isopropylazetidin-2-yl)methyl)sulfamoyl)-1-(1,2,3,5,6,7-hexahydro-s-indacen-4-yl)urea, potassium salt